rac-(1S,5R)-1-methyl-3-oxo-8-azabicyclo[3.2.1]octane-8-carbamic acid tert-butyl ester C(C)(C)(C)OC(NN1[C@@]2(CC(C[C@H]1CC2)=O)C)=O |r|